ClC1=CC2=C(N(C(N=C2N2[C@H](CN([C@@H](C2)C)C(C=C)=O)C)=O)C=2C(=NC(=NC2C(C)C)N(C)C)C(C)C)N=C1C1=C(C=CC=C1)F 6-Chloro-1-[2-(dimethylamino)-4,6-diisopropyl-pyrimidin-5-yl]-4-[(2S,5R)-2,5-dimethyl-4-prop-2-enoyl-piperazin-1-yl]-7-(2-fluorophenyl)pyrido[2,3-d]pyrimidin-2-one